O=C1N(CC2=CC=CC(=C12)NC=1C=C2C(=NC1)N(N=C2)C2OCCCC2)CC(=O)N[C@H](C(F)(F)F)C 2-[1-oxo-7-[(1-tetrahydropyran-2-ylpyrazolo[3,4-b]pyridin-5-yl)amino]isoindolin-2-yl]-N-[(1S)-2,2,2-trifluoro-1-methyl-ethyl]acetamide